4-(7-chloro-8-((3-hydroxy-2-(pyridin-4-yl)propyl)thio)-2-oxo-6-(trifluoromethyl)-1,2-dihydroquinazolin-4-yl)-2,6-dimethylpiperazine-1-carboxylate ClC1=C(C=C2C(=NC(NC2=C1SCC(CO)C1=CC=NC=C1)=O)N1CC(N(C(C1)C)C(=O)[O-])C)C(F)(F)F